2-cyclobutyl-N-[(1S)-1-[3-(2-cyclopropyl-4-pyridinyl)-1,2,4-oxadiazol-5-yl]ethyl]pyrazole-3-carboxamide C1(CCC1)N1N=CC=C1C(=O)N[C@@H](C)C1=NC(=NO1)C1=CC(=NC=C1)C1CC1